(E)-N-(4-(1-(4-(1-(6-((2-(2,6-dioxopiperidin-3-yl)-1-oxoisoindoline-4-yl)thio)hexanoyl)piperidin-4-yl)benzoyl)piperidin-4-yl)butyl)-3-(pyridin-3-yl)acrylamide O=C1NC(CCC1N1C(C2=CC=CC(=C2C1)SCCCCCC(=O)N1CCC(CC1)C1=CC=C(C(=O)N2CCC(CC2)CCCCNC(\C=C\C=2C=NC=CC2)=O)C=C1)=O)=O